NC(C(=O)O)CC1=CC(=C(C(=C1)F)C(F)(F)F)F 2-Amino-3-(3,5-difluoro-4-(trifluoromethyl)phenyl)propanoic acid